O.[Se].[Zn] zinc selenium water